(8R,9S,10S)-10-(acetamidomethyl)-N-(4-methoxyphenyl)-9-{4-[2-(pyridin-2-yl)ethynyl]phenyl}-1,6-diazabicyclo[6.2.0]decane-6-carboxamide C(C)(=O)NC[C@@H]1[C@@H]([C@@H]2CN(CCCCN12)C(=O)NC1=CC=C(C=C1)OC)C1=CC=C(C=C1)C#CC1=NC=CC=C1